CC1=C(C=C(CC1)NC2=NC=C(C(=N2)NC3=CC(=CC=C3)O)F)OCC(=O)NC 5-Fluoro-N4-(3-hydroxyphenyl)-N2-[4-methyl-3-[(N-methylamino)carbonylmethyleneoxy]phenyl]-2,4-pyrimidinediamine